NC1=NC(=C(C(=N1)C)CC=1C=C(C#N)C=CC1OC)NC(CCSC)CCCC 3-((2-amino-4-methyl-6-((1-(methylthio)heptan-3-yl)amino)pyrimidin-5-yl)methyl)-4-methoxybenzonitrile